OCOS(O)(=O)=O (hydroxymethyl)-sulfuric acid